OC1=NNC(C2=CC=CC=C12)=O.[Ag] silver 4-hydroxy-1(2H)-phthalazinone salt